2-(1-(Tert-Butoxycarbonyl)Piperidin-3-Yl)-5-Ethoxy-1-Methyl-6-Oxo-1,6-Dihydropyrimidine-4-Carboxylic Acid C(C)(C)(C)OC(=O)N1CC(CCC1)C=1N(C(C(=C(N1)C(=O)O)OCC)=O)C